C1(CC1)NC(C1=C(C=C(C(=C1)C=1C=NC(=C(C1)C=1C=NN(C1)C)NC(C([2H])([2H])O)(C)C)C)F)=O N-cyclopropyl-2-fluoro-5-(6-((1-hydroxy-2-methylpropan-2-yl-1,1-d2)amino)-5-(1-methyl-1H-pyrazol-4-yl)pyridin-3-yl)-4-methylbenzamide